bromo-1-(2-bromoethyl)-1H-pyrrolo[3,2-c]pyridine BrC1=CC=2C=NC=CC2N1CCBr